N-(2-hydroxyethyl)-5-(2-((4-(trifluoromethyl)phenyl)amino)phenyl)-1,3,4-oxadiazole-2-carboxamide OCCNC(=O)C=1OC(=NN1)C1=C(C=CC=C1)NC1=CC=C(C=C1)C(F)(F)F